C1=CC=CC=2C3=CC=CC=C3C(C12)COC(=O)NCC12CC(C1)(C2)C(=O)O[C@H](C(=O)O)CC2=CC=CC=C2 (2S)-2-[3-([[(9H-fluoren-9-ylmethoxy)carbonyl]amino]methyl)bicyclo[1.1.1]pentane-1-carbonyloxy]-3-phenylpropanoic acid